5-bromo-2-fluoro-N-isopentylbenzamide BrC=1C=CC(=C(C(=O)NCCC(C)C)C1)F